6-bromo-2,4'-difluoro-3-isopropoxy-[1,1'-biphenyl]-4-carbaldehyde BrC1=CC(=C(C(=C1C1=CC=C(C=C1)F)F)OC(C)C)C=O